(S)-1-(4-(5-amino-3-(4-phenoxyphenyl)imidazo[1,5-c]pyrimidin-1-yl)-3,6-dihydropyridin-1(2H)-yl)-2-hydroxypropan-1-one NC1=NC=CC=2N1C(=NC2C=2CCN(CC2)C([C@H](C)O)=O)C2=CC=C(C=C2)OC2=CC=CC=C2